C(C)C1(COCOC1)CC(C(=O)O)=C.C(C=C)(=O)OCC1(COCOC1)CC 5-ethyl-1,3-dioxan-5-yl-methyl acrylate ((5-Ethyl-1,3-dioxan-5-yl)methyl acrylate)